Sodium β-undecenylaminopropionate C(=CCCCCCCCCC)NCCC(=O)[O-].[Na+]